Cyclohexyl (5-(2-chlorobenzo[d]thiazol-6-yl)-2-methylpyridin-3-yl)carbamate ClC=1SC2=C(N1)C=CC(=C2)C=2C=C(C(=NC2)C)NC(OC2CCCCC2)=O